OC1=C(C=CC2=C(C3=CC=CC=C3C=C12)O)O 1,2,10-trihydroxyanthracene